(2R)-1-(benzyloxy)-3-[4-(4,4-difluorocyclohex-1-en-1-yl)phenyl]-1-oxopropan-2-yl (2S)-2-[[(tert-butoxy)carbonyl](methyl)amino]-4-fluoro-4-methylpentanoate C(C)(C)(C)OC(=O)N([C@H](C(=O)O[C@@H](C(=O)OCC1=CC=CC=C1)CC1=CC=C(C=C1)C1=CCC(CC1)(F)F)CC(C)(C)F)C